[29Si] The molecule is the stable isotope of silicon with relative atomic mass 28.9764947, 4.683 atom percent natural abundancy, and nuclear spin (1)/2.